N-(3-methoxy-1,2,4-thiadiazol-5-yl)-6-(methyl(7H-pyrrolo[2,3-d]pyrimidin-4-yl)amino)-2-azaspiro[3.3]heptane-2-carboxamide COC1=NSC(=N1)NC(=O)N1CC2(C1)CC(C2)N(C=2C1=C(N=CN2)NC=C1)C